IC1=C(C=2N(C=C1C(F)(F)F)C(=CN2)C)N 7-iodo-3-methyl-6-(trifluoromethyl)imidazo[1,2-a]pyridin-8-amine